[Br].C(=C)N1CN(C=C1)CCC 1-vinyl-3-propyl-imidazole bromine salt